C(C)(C)(C)OC(=O)N1CCC(CC1)N1C(NC2=C1C=CC=C2OC)=O 4-(4-methoxy-2-oxo-2,3-dihydro-1H-1,3-benzodiazol-1-yl)piperidine-1-carboxylic acid tert-butyl ester